ClC1=NC(=C(C(=N1)CC1(CCOC2=CC=CC=C12)C(=O)OC)[N+](=O)[O-])Cl methyl 4-((2,6-dichloro-5-nitropyrimidin-4-yl)methyl)chroman-4-carboxylate